1-(4-((4-((2-fluoro-4-((2-((3-fluorocyclobutyl)amino)pyridin-4-yl)oxy)phenyl)amino)-7-methoxyquinazolin-6-yl)amino)piperidin-1-yl)prop-2-en-1-one FC1=C(C=CC(=C1)OC1=CC(=NC=C1)NC1CC(C1)F)NC1=NC=NC2=CC(=C(C=C12)NC1CCN(CC1)C(C=C)=O)OC